N1C(C=C2C=CC(C=C12)=O)=O Indole-2,6-dione